CC1=CC=C(N=N1)[C@@H](C)NC(C1=CC(=CC(=C1)OC[C@H]1OCCC1)C=1SC(=CN1)C(C)C)=O N-[(1R)-1-(6-methylpyridazin-3-yl)ethyl]-3-[5-(propan-2-yl)-1,3-thiazol-2-yl]-5-[(2S)-tetrahydrofuran-2-ylmethoxy]benzamide